ClC=1C=NN(C(C1Cl)=O)CC(=O)NC1=CC=C(C=C1)C 2-(4,5-dichloro-6-oxopyridazin-1(6H)-yl)-N-(p-tolyl)acetamide